(3s,5r)-3-(4-(6-chloro-4-oxo-3,4-dihydro-7H-pyrrolo[2,3-d]pyrimidin-7-yl)phenyl)-5-methylmorpholine-4-carboxylic acid tert-butyl ester C(C)(C)(C)OC(=O)N1[C@H](COC[C@H]1C)C1=CC=C(C=C1)N1C(=CC2=C1N=CNC2=O)Cl